2-(2,3-dihydrobenzofuran-6-yl)acetaldehyde O1CCC2=C1C=C(C=C2)CC=O